CC1C2=CN=C(OCC=CC=CC3=CC=C(C(N4CC=C5C=CC(=C2CC(=O)O)CC5C4)=O)CC3)C1 2-(27-methyl-2-oxo-12-oxa-1,14-diazapentacyclo[16.5.3.23,6.213,16.021,25]triaconta-nonaen-17-yl)acetic acid